4-(3-ethyl-4-(ethylsulfonamido)phenyl)-1H-pyrrolo[2,3-b]pyridin C(C)C=1C=C(C=CC1NS(=O)(=O)CC)C1=C2C(=NC=C1)NC=C2